(S)-4-undecyl-azetidine C(CCCCCCCCCC)[C@H]1CCN1